C(CCCCCCCCCCC)CCC(=S)OCC(COC(CCCCCCCCCCCCCC)=S)(COC(CCCCCCCCCCCCCC)=S)COC(CCCCCCCCCCCCCC)=S pentaerythritol-tetrakis(3-lauryl thiopropionate)